OC(CC1=NC(=C(C(=N1)NC1=NNC2=CC(=CC=C12)[C@@H]1C[C@@]12C(NC1=CC=C(C=C21)OC)=O)OC)N2CCOCC2)(C)C (1R,2S)-2-(3-{[2-(2-hydroxy-2-methylpropyl)-5-methoxy-6-(morpholin-4-yl)pyrimidin-4-yl]amino}-1H-indazol-6-yl)-5'-methoxyspiro[cyclopropane-1,3'-indol]-2'(1'H)-one